FC1=C2C(=CN=C1C1CCN(CC1)C1COC1)NC(=C2C(C)C)C=2C=C(C=1N(C2)N=CN1)C 6-(4-fluoro-3-isopropyl-5-(1-(oxetan-3-yl)piperidin-4-yl)-1H-pyrrolo[2,3-c]pyridin-2-yl)-8-methyl-[1,2,4]triazolo[1,5-a]pyridine